2-(2-(diethylamino)ethylthio)-4-(3-chloro-4-(3-fluorobenzyloxy)phenylamino)pyrazolo[1,5-a][1,3,5]triazine C(C)N(CCSC1=NC=2N(C(=N1)NC1=CC(=C(C=C1)OCC1=CC(=CC=C1)F)Cl)N=CC2)CC